1,4-cyclohexanedimethanol benzoate pelargonate C(CCCCCCCC)(=O)OCC1CCC(CC1)COC(C1=CC=CC=C1)=O